3-((4-((2-Amino-4-(naphthalen-2-yl)thiazol-5-yl)oxy)pyridin-2-yl)amino)benzenesulfonamide NC=1SC(=C(N1)C1=CC2=CC=CC=C2C=C1)OC1=CC(=NC=C1)NC=1C=C(C=CC1)S(=O)(=O)N